Ethoxysulfonyl-(2,2,2-Trifluoroacetyl)Amide C(C)OS(=O)(=O)[N-]C(C(F)(F)F)=O